O[C@@H]1[C@H](O)[C@@H](O)[C@H](O)CO1 Alpha-D-Xylopyranose